CN1C(C2=CC=C(C=C2C1)C1=C2C=CC(=NC2=CC=C1)C(=O)N1CCCCC1)=O 2-methyl-5-(2-(piperidine-1-carbonyl)quinolin-5-yl)isoindolin-1-one